ClC1=NN(C2=CC=C(C(=C12)CC(=O)N1[C@H](C2=CC=CC(=C2C[C@@H]1CO)C(C)(C)O)C)Cl)C 2-(3,5-Dichloro-1-methyl-indazol-4-yl)-1-[(1S,3R)-3-(hydroxymethyl)-5-(1-hydroxy-1-methylethyl)-1-methyl-3,4-dihydro-1H-isochinolin-2-yl]ethanon